FC[C@H]1N(CC2=CC=CC=C2C1)C(=O)C=1C(=CC2=C(OCO2)C1)C1=CC(=C(N1C)C)C(=O)N(C=1C=NN(C1)C)C1=CC=C(C=C1)O 5-(6-{[(3S)-3-(fluoromethyl)-3,4-dihydroisoquinolin-2(1H)-yl]carbonyl}-1,3-benzodioxol-5-yl)-N-(4-hydroxyphenyl)-1,2-dimethyl-N-(1-methyl-1H-pyrazol-4-yl)-1H-pyrrole-3-carboxamide